C(C)C1=C(C(=CC(=C1)CC)CC)S(=O)[O-].[Ca+2].C(C)(C)(C)OC1=NC(=CC(=C1)N1[C@@H](COCC1)C)N1C(CN(CC1)S(=O)(=O)N1CCCC1)C(F)(F)F.C(C)C1=C(C(=CC(=C1)CC)CC)S(=O)[O-] (3R)-4-[2-tert-butoxy-6-[4-pyrrolidin-1-ylsulfonyl-2-(trifluoromethyl)piperazin-1-yl]-4-pyridinyl]-3-methyl-morpholine calcium 2,4,6-triethylbenzenesulfinate